BrC1=CC=C(CC=2C(OC3=CC(=CC=C3C2C)OCC(CN2CCC(CC2)C(=O)N)O)=O)C=C1 1-(3-((3-(4-bromobenzyl)-4-methyl-2-oxo-2H-chromen-7-yl)oxy)-2-hydroxypropyl)piperidine-4-carboxamide